N-(1-methyl-3-(4-methyl-6-propionylpyridin-3-yl)-2-oxo-1,2-dihydro-1,6-naphthyridin-7-yl)acetamide CN1C(C(=CC2=CN=C(C=C12)NC(C)=O)C=1C=NC(=CC1C)C(CC)=O)=O